FC1=CC=C(CN(C(=O)NCC2=CC=C(C=C2)OCC(C)C)C2CCN(CC23CC3)C)C=C1 1-(4-fluorobenzyl)-3-(4-isobutoxybenzyl)-1-(5-methyl-5-azaspiro[2.5]octan-8-yl)urea